COC1=C(C(=O)N(C2CCN(CC2)C)C)C=CC(=C1)C1=NC(=NC=C1)C=1SC=C(C1)NC(CCCC)=O 2-methoxy-N-methyl-N-(1-methylpiperidin-4-yl)-4-(2-(4-pentanamidothiophen-2-yl)pyrimidin-4-yl)benzamide